(2,4-dimethoxyphenyl)phenoxyacetic acid COC1=C(C=CC(=C1)OC)C(C(=O)O)OC1=CC=CC=C1